1-(6-bromo-5-fluoro-3-pyridinyl)triazole-4-carboxylic acid BrC1=C(C=C(C=N1)N1N=NC(=C1)C(=O)O)F